ClC=1C=C(C=CC1Cl)[C@H](C)NC(=O)OC(C(=O)OC(C)C)CC1=NC=CC=N1 Propan-2-yl 2-({[(1S)-1-(3,4-dichlorophenyl)ethyl]carbamoyl}oxy)-3-(pyrimidin-2-yl)propanoate